[Br-].C(C)[N+](C)(C)CCCCCCCCCCCCCCCC Ethylhexadecyldimethylammonium Bromide